(4R)-1-(2,4-difluorophenyl)-7-isopropyl-4-methyl-4,5,6,7-tetrahydro-1H-indazole-3-carboxylic acid FC1=C(C=CC(=C1)F)N1N=C(C=2[C@@H](CCC(C12)C(C)C)C)C(=O)O